CC=1C(=NC(=NC1)C(=O)O)C1=NC=CN=C1 5-methyl-4-(pyrazin-2-yl)pyrimidine-2-carboxylic acid